4-octyloxyphenyl-phenyliodonium hexafluorophosphate F[P-](F)(F)(F)(F)F.C(CCCCCCC)OC1=CC=C(C=C1)[I+]C1=CC=CC=C1